NC1=CC=C(C=C1)NC1=CC=C(C=C1)NC1=CC=C(C=C1)[N+](=O)[O-] (4-aminophenyl)-N-(4-nitrophenyl)-1,4-phenylenediamine